O1C(=C(C=C1)C(=O)O)C=1OC=CC1.C=C ethylene bifuranoate